C1=C(C=CC2=CC=CC=C12)C1=CC2=C(C3=CC=CC=C3C(=C2C=C1)C1=CC2=CC=CC=C2C=C1)B(O)O 2,10-di(2-naphthyl)anthracene-9-boronic Acid